C(CCCCC)C(CCCCCCCCCCCCCP(Cl)(Cl)Cl)(CCCCCC)CCCCCC Trihexyltetradecylphosphorous chloride